2-((methyl-d3)amino)ethan-1-ol C([2H])([2H])([2H])NCCO